ClC=1C=C(C=CC1F)[C@@H](NC(=O)[C@@H]1CNC(C1)=O)C1=CC=C(C=C1)C(F)(F)F (S)-N-((S)-(3-chloro-4-fluorophenyl)(4-(trifluoromethyl)phenyl)methyl)-5-oxopyrrolidine-3-carboxamide